3-PHENYL-4-HEXYNOIC ACID C1(=CC=CC=C1)C(CC(=O)O)C#CC